O=C1N(CCCC1)CC(=O)OCCCCCCCCCCC undecyl 2-(2-oxopiperidin-1-yl)acetate